3-(4-cyano-3-fluorophenyl)-1-(2-methoxypyrimidin-5-yl)-1-((5-(trifluoromethyl)-1H-pyrazol-3-yl)methyl)urea C(#N)C1=C(C=C(C=C1)NC(N(CC1=NNC(=C1)C(F)(F)F)C=1C=NC(=NC1)OC)=O)F